[Br-].OCCCCCCS(=O)(=O)O.[Na+] sodium 6-hydroxyhexane-1-sulfonate bromide